C(C)C=1C(NC(NC1)=O)=O 5-ethyl-1,3-dihydropyrimidine-2,4-dione